2-(2,6-dioxopiperidin-3-yl)-5-(9-(piperidin-4-ylmethyl)-3,9-diazaspiro[5.5]undecan-3-yl)isoindoline-1,3-dione (77e)-trifluoroacetate FC(C(=O)O)(F)F.O=C1NC(CCC1N1C(C2=CC=C(C=C2C1=O)N1CCC2(CC1)CCN(CC2)CC2CCNCC2)=O)=O